ClC1=NC=C(C(=N1)N1[C@H](COC2(CCC2)C1)C)Cl (7S)-8-(2,5-dichloropyrimidin-4-yl)-7-methyl-5-oxa-8-azaspiro[3.5]nonane